7-(4-(isopropylamino)-5-(5-((1R,5S,8s)-8-(pyrimidin-2-ylamino)-3-azabicyclo[3.2.1]octan-3-yl)-1,3,4-thiadiazol-2-yl)pyridin-2-yl)pyrrolo[1,2-b]pyridazine-3-carbonitrile C(C)(C)NC1=CC(=NC=C1C=1SC(=NN1)N1C[C@H]2CC[C@@H](C1)C2NC2=NC=CC=N2)C2=CC=C1N2N=CC(=C1)C#N